O1CCN(CC1)[C@@H]1CC[C@H](CC1)NC=1C2=C(N=CN1)NC=C2C=2C=C1C=CC=NC1=CC2 N-(trans-4-morpholinocyclohexyl)-5-(quinolin-6-yl)-7H-pyrrolo[2,3-d]pyrimidin-4-amine